FC1=C(C(=CC=C1C)OC)C1=CC(=NC=C1C(=O)NC=1SC(=NN1)COC1COCCC1)C 4-(2-fluoro-6-methoxy-3-methylphenyl)-6-methyl-N-(5-(((tetrahydro-2H-pyran-3-yl)oxy)methyl)-1,3,4-thiadiazol-2-yl)nicotinamide